(3R)-1'-[5-methyl-3-(1,2,3,4-tetrahydro-1,5-naphthyridin-1-yl)-1H-pyrazolo[3,4-b]pyrazin-6-yl]-3H-spiro[1-benzofuran-2,4'-piperidin]-3-amine CC=1N=C2C(=NC1N1CCC3(CC1)OC1=C([C@H]3N)C=CC=C1)NN=C2N2CCCC1=NC=CC=C21